C(C)(=O)OC=1C=CC=CC1OC(C)=O 3,4-diacetoxybenzene